3-{[2-(4-Chlorophenyl)imidazo[1,2-a]pyridin-3-yl]methyl}-N-(2-methylphenyl)-3,8-diazabicyclo[3.2.1]octan-8-carboxamid ClC1=CC=C(C=C1)C=1N=C2N(C=CC=C2)C1CN1CC2CCC(C1)N2C(=O)NC2=C(C=CC=C2)C